C(#N)C1=C(C=CC(=C1)C1=NN(C=N1)C1=CC=C(C=C1)OC(F)(F)F)NC(=O)\N=C\1/SCC(N1C1=C(C=CC(=C1)C)C(C)OC)=O (Z)-1-(2-cyano-4-(1-(4-(trifluoromethoxy)phenyl)-1H-1,2,4-triazol-3-yl)phenyl)-3-(3-(2-(1-methoxyethyl)-5-methylphenyl)-4-oxothiazolidin-2-ylidene)urea